(4-((5-((3S,4S)-4-amino-3-methyl-2-oxa-8-azaspiro[4.5]decan-8-yl)pyrazin-2-yl)thio)-3-chloropyridin-2-yl)dimethylphosphine oxide N[C@@H]1[C@@H](OCC12CCN(CC2)C=2N=CC(=NC2)SC2=C(C(=NC=C2)P(C)(C)=O)Cl)C